1,3-Diiodo-2-nitrosobenzene IC1=C(C(=CC=C1)I)N=O